1-(2,4-dichloro-5-methoxy-phenyl)-3-[(1S)-1-(2-pyrimidin-2-yl-1,2,4-triazol-3-yl)ethyl]urea ClC1=C(C=C(C(=C1)Cl)OC)NC(=O)N[C@@H](C)C=1N(N=CN1)C1=NC=CC=N1